ClC1=C(OC2=CC(=C(C=C2)O)C(F)(F)F)C(=CC(=C1)[N+](=O)[O-])Cl 4-(2,6-Dichloro-4-nitrophenoxy)-2-(trifluoromethyl)phenol